C1(CCCCC1)P(C1=C(C=CC=C1)C1=C(C=CC=C1OC)OC)C1CCCCC1 dicyclohexyl-(2',6'-dimethoxybiphenyl-2-yl)phosphine